C(#N)C=1C=CC2=C(N(C(=N2)N2C=NC3=C2C=CC(=C3)NS(=O)(=O)C)C3CC3)C1 N-(6'-Cyano-1'-cyclopropyl-1'H-[1,2'-bibenzo[d]imidazol]-5-yl)methanesulfonamide